C1(CC1)CCC(NS(=O)C(C)(C)C)C=1C=CC(=C(C1)NC(OC)=O)F methyl 5-(3-cyclopropyl-1-(1,1-dimethylethylsulfinamido) propyl)-2-fluorophenylcarbamate